NC=1N=C(C=C2C=C(N=CC12)NC(=O)NC=1C=NN(C1)C(C)C#N)C=1C=NC=CC1C 1-[8-amino-6-(4-methyl-3-pyridyl)-2,7-naphthyridin-3-yl]-3-[1-(1-cyanoethyl)pyrazol-4-yl]Urea